BrC=1C=C(C(=C(C1)F)F)OCOC 5-bromo-1,2-difluoro-3-(methoxymethoxy)benzene